(R)-4-(trifluoromethyl)-6-((1-(4-(5-(trifluoromethyl)pyrimidin-2-yl)piperazine-1-carbonyl)piperidin-3-yl)amino)-2-((2-(trimethylsilyl)ethoxy)methyl)pyridazin-3(2H)-one FC(C=1C(N(N=C(C1)N[C@H]1CN(CCC1)C(=O)N1CCN(CC1)C1=NC=C(C=N1)C(F)(F)F)COCC[Si](C)(C)C)=O)(F)F